2,4''-bis{bis(biphenyl-4-yl)amino}-1,1':4',1''-terphenyl C1(=CC=C(C=C1)N(C1=C(C=CC=C1)C1=CC=C(C=C1)C1=CC=C(C=C1)N(C1=CC=C(C=C1)C1=CC=CC=C1)C1=CC=C(C=C1)C1=CC=CC=C1)C1=CC=C(C=C1)C1=CC=CC=C1)C1=CC=CC=C1